NC1=NC=C(C2=C1C(=NN2C)C2=CC(=C(C=C2)NS(=O)(=O)C(F)F)OCC2=CC1=C(OCO1)C=C2)C=2C=NN(C2)C2CCOCC2 N-(4-(4-amino-1-methyl-7-(1-(tetrahydro-2H-pyran-4-yl)-1H-pyrazol-4-yl)-1H-pyrazolo[4,3-c]pyridin-3-yl)-2-(benzo[d][1,3]dioxol-5-ylmethoxy)phenyl)-1,1-difluoromethane-sulfonamide